FC1(C(C1)C1=C[C@H](CCO1)C=1N=C(C=2N(C(C(=C(N2)C)C)=O)C1)C1=C(C=C(C=C1)F)F)F 7-((4S)-6-(2,2-difluorocyclopropyl)-3,4-dihydro-2H-pyran-4-yl)-9-(2,4-difluorophenyl)-2,3-dimethyl-4H-pyrazino[1,2-a]pyrimidin-4-one